tert-butyl-3-((5-hydroxy-2H-indazol-2-yl)methyl)azetidine C(C)(C)(C)N1CC(C1)CN1N=C2C=CC(=CC2=C1)O